C(C)OCC1(CCN(CC1)CN1C(NC2=C1C=CC=C2)=O)CCC2=CC=CC=C2 ((4-(ethoxymethyl)-4-phenethylpiperidin-1-yl)methyl)-1,3-dihydro-2H-benzo[d]imidazol-2-one